2-[(2S,5R)-2,5-Dimethylpyrrolidin-1-yl]-6-(4-isobutoxyphenyl)-N-[(2-oxo-1H-pyridin-3-yl)sulfonyl]pyridin-3-carboxamid C[C@@H]1N([C@@H](CC1)C)C1=NC(=CC=C1C(=O)NS(=O)(=O)C=1C(NC=CC1)=O)C1=CC=C(C=C1)OCC(C)C